2-(4-chlorobenzyl)-N3-cyclohexyl-6,7-difluoroquinoxaline-2,3-diamine ClC1=CC=C(CC2(NC3=CC(=C(C=C3N=C2NC2CCCCC2)F)F)N)C=C1